COC1=CC=C(C=C1)[C@H]1[C@@H](CNCC1)COC=1C=C(C(=O)N)C=CN1 |r| (+/-)-2-{[trans-4-(4-methoxyphenyl)piperidin-3-yl]methoxy}isonicotinamide